(E)-Methyl-2-methoxy-5-(3-oxo-3-(2-oxopiperidin-1-yl)prop-1-en-1-yl)benzoate COC(C1=C(C=CC(=C1)\C=C\C(N1C(CCCC1)=O)=O)OC)=O